FC=1C=C(CNC=2C=C3C(=NNC3=CC2)/C=C/C(=O)N2CCOCC2)C=C(C1)F (E)-3-(5-((3,5-difluorobenzyl)amino)-1H-indazol-3-yl)-1-morpholinoprop-2-en-1-one